C(=O)OC(C(=O)OCC(C)(C)C)(C)C 2,2-dimethylpropyl α-formyloxyisobutyrate